[Cl-].C(C)(C)[NH2+]O N-isopropyl-hydroxylammonium chloride